oxazol-2-amine O1C(=NC=C1)N